N-((1S,2S)-2-hydroxycyclopentyl)-7-(4-(1H-pyrazol-1-yl)benzyl)-2,3-dihydrofuro[3,2-b]pyridine-5-carboxamide O[C@@H]1[C@H](CCC1)NC(=O)C1=CC(=C2C(=N1)CCO2)CC2=CC=C(C=C2)N2N=CC=C2